nicotinyl ethyl carbonate C(OCC1=CN=CC=C1)(OCC)=O